29-(4-(2-(Methylthio)pyrimidin-5-yl)-1H-1,2,3-triazol-1-yl)-3,6,9,12,15,18,21,24,27-nonaoxanonacosanoic acid CSC1=NC=C(C=N1)C=1N=NN(C1)CCOCCOCCOCCOCCOCCOCCOCCOCCOCC(=O)O